C[C@H]1N(C[C@@H](NC1)C)CC1CCN(CC1)C=1C=CC=C2C(=NN(C12)C)C1C(NC(CC1)=O)=O 3-(7-(4-(((2R,5S)-2,5-dimethylpiperazin-1-yl)methyl)piperidin-1-yl)-1-methyl-1H-indazol-3-yl)piperidine-2,6-dione